ClC1=CC=C(C=C1)C1=NC=C2C=NC(=NN21)S(=O)C 7-(4-chlorophenyl)-2-methanesulfinylimidazo[4,3-f][1,2,4]triazine